P(=O)(O)(O)O[C@H]1[C@@H](O[C@@H]([C@H]1O)CO)N1C(=O)NC(=O)C=C1 phospho-uridine